7-bromo-2-(m-tolyl)benzo[d]imidazo[2,1-b]thiazole BrC1=CC2=C(N3C(S2)=NC(=C3)C=3C=C(C=CC3)C)C=C1